COC(=C(C(=O)O)OC)C1=CC=CC=C1 dimethoxycinnamic acid